FC1=CC=C(C=C1)NC(=O)C1=C(N(C(=C1C)C(C(=O)NC1CCC(CC1)O)=O)C)C N-(4-fluorophenyl)-5-(2-(((1s,4s)-4-hydroxycyclohexyl)amino)-2-oxoacetyl)-1,2,4-trimethyl-1H-pyrrole-3-carboxamide